2-cyano(4-methoxyphenyl)-3-(3-(4-methyl-1H-imidazol-1-yl)propyl)guanidine C(#N)N=C(NC1=CC=C(C=C1)OC)NCCCN1C=NC(=C1)C